(3S*,3aS*,6R*,7S*,7aS*)-N-benzyl-5-oxo-7-phenyl-1-(tetrahydro-2H-pyran-4-yl)octahydro-3aH-3,6-methanopyrrolo[3,2-b]pyridine-3a-carboxamide C(C1=CC=CC=C1)NC(=O)[C@@]12NC([C@H]3[C@H]([C@@H]1N(C[C@@H]2C3)C3CCOCC3)C3=CC=CC=C3)=O |o1:10,13,14,15,18|